2-((4-(7-((1-((4-amino-3-fluorophenyl)sulfonyl)piperidin-4-yl)methyl)-2,7-diazaspiro[3.5]nonan-2-yl)pyrimidin-5-yl)oxy)-5-fluoro-N,N-diisopropylbenzamide NC1=C(C=C(C=C1)S(=O)(=O)N1CCC(CC1)CN1CCC2(CN(C2)C2=NC=NC=C2OC2=C(C(=O)N(C(C)C)C(C)C)C=C(C=C2)F)CC1)F